FC(C(=O)O)(C(C(C(C(C(C(F)(F)F)(F)F)(F)F)(F)F)(F)F)(F)F)F.FC(C(=O)O)(C(C(C(C(C(C(F)(F)F)(F)F)(F)F)(F)F)(F)F)(F)F)F Perfluorooctanoic acid, Perfluorooctanoate salt